(4-hydroxy-4-methylcyclohexyl)-5-(4-(3-isopropyl-3-azabicyclo[3.1.0]hex-1-yl)phenyl)nicotinamide OC1(CCC(CC1)C1=C(C(=O)N)C=C(C=N1)C1=CC=C(C=C1)C12CN(CC2C1)C(C)C)C